propionic acid (1R,2S)-2-(N-benzyl-2,4,6-trimethylphenylsulphonamido)-1-phenylpropyl ester C(C1=CC=CC=C1)N(S(=O)(=O)C1=C(C=C(C=C1C)C)C)[C@H]([C@@H](C1=CC=CC=C1)OC(CC)=O)C